C(C#CC)N1C(CCC1)C=1C=C(N2C=NC=CC21)C2=CC(=C(C(=O)NC1=NC=CC=C1)C=C2)F 4-(5-(1-(but-2-ynyl)pyrrolidin-2-yl)pyrrolo[1,2-c]pyrimidin-7-yl)-2-fluoro-N-(pyridin-2-yl)benzamide